6-((5-(2-hydroxypropan-2-yl)pyridin-2-yl)amino)-N-(methyl-d3)-4-((3-(methylsulfonyl)pyridin-2-yl)amino)pyridazine-3-carboxamide OC(C)(C)C=1C=CC(=NC1)NC1=CC(=C(N=N1)C(=O)NC([2H])([2H])[2H])NC1=NC=CC=C1S(=O)(=O)C